COC(C1=C(C=C(C=C1)C1=CC=CC=2CN(COC21)C(C2=C(C=C(C=C2Cl)C=2C=NN(C2)CCOC)Cl)=O)N2CCOCC2)=O 4-[3-[2,6-Dichloro-4-[1-(2-methoxyethyl)pyrazol-4-yl]benzoyl]-2,4-dihydro-1,3-benzoxazin-8-yl]-2-morpholin-4-ylbenzoic acid methyl ester